COC1=CC=C(CN2N=CC3=C2NC(C(C3=O)C(=O)OCC)=O)C=C1 ethyl 1-(4-methoxybenzyl)-4,6-dioxo-4,5,6,7-tetrahydro-1H-pyrazolo[3,4-b]pyridine-5-carboxylate